3-bromo-7-iodo-5,6,7,9-tetrahydro-8H-pyrido[2,3-b]azepin-8-one BrC1=CC2=C(NC(C(CC2)I)=O)N=C1